ClC=1C=C(C=NC1)CN1N=CC(=C1)C(=O)OCC Ethyl 1-((5-chloropyridin-3-yl)methyl)-1H-pyrazole-4-carboxylate